Trans-2-(5-fluoro-2-(((3R,4R)-3-fluoro-1-(methylsulfonyl)piperidin-4-yl)amino)pyrrolo[2,1-f][1,2,4]triazin-7-yl)cyclopentan-1-ol FC=1C=C(N2N=C(N=CC21)N[C@H]2[C@@H](CN(CC2)S(=O)(=O)C)F)[C@H]2[C@@H](CCC2)O